C(C)(C)(C)OC(=O)N1[C@H](CN(CC1)C1=NC(=NC(=C1[N+](=O)[O-])CC1(CCCC2=C(C=C(C=C12)C)F)C(=O)OC)Cl)CC#N (2S)-4-(2-chloro-6-((5-fluoro-1-(methoxycarbonyl)-7-methyl-1,2,3,4-tetrahydronaphthalen-1-yl)methyl)-5-nitropyrimidin-4-yl)-2-(cyanomethyl)piperazine-1-carboxylic acid tert-butyl ester